CN1C(C(=C(C=C1C)[O-])NC(N[C@@H](CC(=O)[O-])C=1C=C(C=CC1F)C1=C(C=C(C=C1)F)F)=O)=O.[Na+].[Na+] sodium (S)-3-(3-(1,6-dimethyl-4-oxido-2-oxo-1,2-dihydropyridin-3-yl)ureido)-3-(2',4,4'-trifluoro biphenyl-3-yl)propanoate